C1(=C(C=CC=C1)B1OC(C(O1)(C)C)(C)C)C1=CC=CC=C1 2-(biphenyl-2-yl)-4,4,5,5-tetramethyl-1,3,2-dioxaborolan